2-(ethylsulfonyl)-3-(5-(2,2,3,3,3-pentafluoropropoxy)pyrazin-2-yl)pyrazolo[1,5-a]pyrimidin-7-amine C(C)S(=O)(=O)C1=NN2C(N=CC=C2N)=C1C1=NC=C(N=C1)OCC(C(F)(F)F)(F)F